N-(6-(2-fluorophenyl)-1-(4-fluorophenyl)-1H-pyrazolo[3,4-d]pyrimidin-4-yl)-5-nitrothiophene-2-carboxamide FC1=C(C=CC=C1)C1=NC(=C2C(=N1)N(N=C2)C2=CC=C(C=C2)F)NC(=O)C=2SC(=CC2)[N+](=O)[O-]